NC1=C(C(N(C2=CC(=CC=C12)C(F)(F)F)C=1C=C2CCC(C2=CC1)O)=O)C(=O)OC methyl 4-amino-1-(1-hydroxy-2,3-dihydro-1H-inden-5-yl)-2-oxo-7-(trifluoromethyl)-1,2-dihydroquinoline-3-carboxylate